FC1=CC=C(C=C1)C1=C(C=C2CNC(C2=C1)=O)C1=CCC(CC1)OC 6-(4-fluorophenyl)-5-(4-methoxycyclohex-1-en-1-yl)isoindolin-1-one